N-[4-(2,4-difluorophenoxy)-6-(1,5-dimethyl-6-oxopyridin-3-yl)pyrimidin-2-yl]ethanesulfonamide FC1=C(OC2=NC(=NC(=C2)C2=CN(C(C(=C2)C)=O)C)NS(=O)(=O)CC)C=CC(=C1)F